((R)-2-hydroxyethylsulfonimidoyl)-4-methylbenzamide OCC[S@](=O)(=N)C1=C(C(=O)N)C=CC(=C1)C